P(=O)(O)(O)O.C1(=CC=CC=C1)C=1C(=C(C(=O)[Li])C(=CC1C)C)C phenyl-2,4,6-trimethyl-benzoyl-lithium phosphate